(2S)-N-{[4-(3,4-dichlorobenzyl)morpholin-2-yl]methyl}-[4-(5-methyl-1,2,4-oxadiazol-3-yl)thiazol-2-ylthio]acetamide hydrochloride Cl.ClC=1C=C(CN2C[C@@H](OCC2)CNC(CSC=2SC=C(N2)C2=NOC(=N2)C)=O)C=CC1Cl